FC1=C(C=CC(=C1)F)C1=C(C=C2CNC(C2=C1)=O)C1=C(C=CC=C1)NS(=O)(=O)C=1N=NN(C1)C N-(2-(6-(2,4-difluorophenyl)-1-oxoisoindolin-5-yl)phenyl)-1-methyl-1H-1,2,3-triazole-4-sulfonamide